FC(CCOC(COC(=O)NCC(CS(=O)(=O)[O-])O)(C)OCCC(C(C(C(C(C(F)(F)F)(F)F)(F)F)(F)F)(F)F)(F)F)(C(C(C(C(C(F)(F)F)(F)F)(F)F)(F)F)(F)F)F.[Na+] Sodium 3-(((2,2-bis((3,3,4,4,5,5,6,6,7,7,8,8,8-tridecafluorooctyl)oxy)propoxy)carbonyl)amino)-2-hydroxypropane-1-sulfonate